2-bromo-4,6-bis(trifluoromethyl)pyridine BrC1=NC(=CC(=C1)C(F)(F)F)C(F)(F)F